N6-[(2R)-2-amino-2-phenyl-ethyl]-N4-(3,3-difluoro-1-methyl-cyclobutyl)-1-methyl-pyrazolo[3,4-d]pyrimidine-4,6-diamine N[C@@H](CNC1=NC(=C2C(=N1)N(N=C2)C)NC2(CC(C2)(F)F)C)C2=CC=CC=C2